C(C)OCC[N+]1=CC=CC=C1 1-(2-ethoxyethyl)pyridinium